5-[[6-[(2-Guanidinoacetyl)amino]pyridazin-3-yl]sulfonylamino]thiazol N(C(=N)N)CC(=O)NC1=CC=C(N=N1)S(=O)(=O)NC1=CN=CS1